ClC(C(=O)[O-])(C)Cl.[Na+].FC(CN1C=C(C=CC1=O)C1CN(CCC1(F)F)[C@H](C(=O)NC1=NC=C(C=C1)F)C)F (S)-(3-(1-(2,2-difluoroethyl)-6-oxo-1,6-dihydropyridin-3-yl)-4,4-difluoropiperidin-1-yl)-N-(5-fluoropyridin-2-yl)propionamide sodium 2,2-dichloropropionate